CC=1N=CC(=NC1C)NCC1=CC(=C(C(=C1)O)N1CC(NS1(=O)=O)=O)F 5-(4-(((5,6-dimethylpyrazin-2-yl)amino)methyl)-2-fluoro-6-hydroxyphenyl)-1,2,5-thiadiazolidin-3-one 1,1-dioxide